5,5',5'',5'''-(5-(1-phenyl-1H-benzo[d]imidazol-2-yl)-6-(pyridin-4-yl)benzene-1,2,3,4-tetrayl)tetrakis(5H-benzo[b]carbazole) C1(=CC=CC=C1)N1C(=NC2=C1C=CC=C2)C=2C(=C(C(=C(C2C2=CC=NC=C2)N2C1=CC=CC=C1C=1C=C3C(=CC21)C=CC=C3)N3C2=CC=CC=C2C=2C=C1C(=CC32)C=CC=C1)N1C3=CC=CC=C3C=3C=C2C(=CC13)C=CC=C2)N2C1=CC=CC=C1C=1C=C3C(=CC21)C=CC=C3